ClC=1C=C2C(C(N(C2=CC1)C)=O)(C1=CC=CC=C1)O 5-chloro-3-hydroxy-1-methyl-3-phenylindolin-2-one